3-(3-methoxy-phenyl)-glutaric acid COC=1C=C(C=CC1)C(CC(=O)O)CC(=O)O